COC1=CC=CC(=N1)C1=CC=CC2=C1OC(CO2)CNC(=O)C=2OC(=CC2)CN2CCN(CC2)C 5-(4-methyl-piperazin-1-ylmethyl)-furan-2-carboxylic acid [8-(6-methoxy-pyridin-2-yl)-2,3-dihydro-benzo[1,4]dioxin-2-ylmethyl]-amide